(R)-2-((((9H-fluoren-9-yl)methoxy)carbonyl)(methyl)amino)-3-(3-chlorophenyl)propanoic acid C1=CC=CC=2C3=CC=CC=C3C(C12)COC(=O)N([C@@H](C(=O)O)CC1=CC(=CC=C1)Cl)C